2,6-dimethyl-piperidinylacetic acid CC1N(C(CCC1)C)CC(=O)O